4-(methylthio)cyclohexane-1-one CSC1CCC(CC1)=O